7-iodo-5-methyl-8,9-dihydro-5H-pyrazino[2,3-b]Azepin-6(7H)-one IC1CCC2=C(N(C1=O)C)N=CC=N2